(2S,4R)-1-[(2R) or (2S)-2-(1H-1,3-benzodiazol-1-yl)propanoyl]-N-[(S)-(4-cyclopropyl-3-fluorophenyl)(phenyl)methyl]-4-fluoropyrrolidine-2-carboxamide N1(C=NC2=C1C=CC=C2)[C@@H](C(=O)N2[C@@H](C[C@H](C2)F)C(=O)N[C@@H](C2=CC=CC=C2)C2=CC(=C(C=C2)C2CC2)F)C |o1:9|